NC1=C(C(=O)N2CCC(CC2)N2C(NC3=NC=C(C=C32)OC3COCC3)=O)C=CC(=C1)OC(F)(F)F 1-[1-[2-amino-4-(trifluoromethoxy)benzoyl]-4-piperidyl]-6-[tetrahydrofuran-3-yl]oxy-3H-imidazo[4,5-b]pyridin-2-one